Cl.C(C)OC=1C(=NC=CC1)OC=1C=C(C=NC1)C1=NC=C(C=N1)C(=O)N[C@@H]1CNC[C@H](C1)F 2-{5-[(3-Ethoxypyridin-2-yl)oxy]pyridin-3-yl}-N-[(3S,5S)-5-fluoropiperidin-3-yl]pyrimidine-5-carboxamide, hydrochloride salt